CON=C(CC1=C(C(=C(C=C1Cl)Cl)F)Cl)C 1-(2,4,6-trichloro-3-fluorophenyl)-propan-2-one O-methyloxime